(E)-N-phenyl-1-(thiophen-2-yl)methanimine C1(=CC=CC=C1)/N=C/C=1SC=CC1